6-[5-[[1-[(E)-2-(aminomethyl)-3-fluoro-allyl]-5-oxo-1,2,4-triazol-4-yl]methyl]-2-thienyl]-2-methyl-4H-1,4-benzoxazin-3-one hydrochloride Cl.NC/C(/CN1N=CN(C1=O)CC1=CC=C(S1)C=1C=CC2=C(NC(C(O2)C)=O)C1)=C\F